N1(CCOCC1)C(CCC(=O)N)=O 4-(morpholin-4-yl)-4-oxobutanamide